(S)-7-isopropyl-4,8-dimethyl-2-((1-((R)-2-phenylpropionyl)azetidin-3-yl)amino)-7,8-dihydropteridin-6(5H)-one C(C)(C)[C@H]1C(NC=2C(=NC(=NC2N1C)NC1CN(C1)C([C@H](C)C1=CC=CC=C1)=O)C)=O